NC=1C(=NC=C(N1)N1CCC2([C@@H]([C@@H](OC2)C)N)CC1)SC1=CC=NC2=C1OCC1N2C(CC1)=O (2s)-4-((3-amino-5-((3S,4S)-4-amino-3-methyl-2-oxa-8-azaspiro[4.5]decan-8-yl)pyrazin-2-yl)thio)-6,6a,7,8-tetrahydro-9H-pyrido[3,2-b]pyrrolo[1,2-d][1,4]oxazin-9-one